D-Saccharic acid potassium salt [K+].[O-]C(=O)[C@H](O)[C@@H](O)[C@H](O)[C@H](O)C(=O)[O-].[K+]